C(C=C)(=O)ON1CC(C1)OC=1C(=NC=NC1N)C=1C(=C(C=C(C1)F)NC(C1=C(C=C(C=C1)C1CC1)F)=O)C N-(3-(5-((1-acryloyloxyazetidin-3-yl)oxy)-6-aminopyrimidin-4-yl)-5-fluoro-2-methylphenyl)-4-cyclopropyl-2-fluorobenzamide